C(C)(C)(CC(C)(C)C)N tert-octyl-amine